(4s)-3-[(5S)-5-(4-fluorophenyl)-5-hydroxypentanoyl]-4-phenyl-1,3-oxazolidin-2-one FC1=CC=C(C=C1)[C@H](CCCC(=O)N1C(OC[C@@H]1C1=CC=CC=C1)=O)O